C(C)\[N+](\CCCS(=O)(=O)[O-])=C/1\C=CC2=NC3=CC(=C(C=C3OC2=C1)NCC)C (E)-3-(ethyl(7-(ethylamino)-8-methyl-3H-phenoxazin-3-ylidene)ammonio)propane-1-sulfonate